Sodium N-(3,4-dimethoxyphenyl)sulfamate COC=1C=C(C=CC1OC)NS([O-])(=O)=O.[Na+]